FC1=C(C(=C(C(=C1F)C(F)(F)F)F)F)B(O)O (2,3,5,6-tetrafluoro-4-(trifluoromethyl)phenyl)boronic acid